3-amino-N-[(4-{2-[(3-methyl-1-phenylcyclobutyl)formamido]ethyl}phenyl)methyl]pyrazine-2-carboxamide NC=1C(=NC=CN1)C(=O)NCC1=CC=C(C=C1)CCNC(=O)C1(CC(C1)C)C1=CC=CC=C1